3-(4-[[(tert-butyldimethylsilyl)oxy]methyl]-2-(2-hydroxypropan-2-yl)-1,3-thiazole-5-sulfonyl)-1-[4-cyano-2-cyclopropyl-6-(propan-2-yl)phenyl]urea [Si](C)(C)(C(C)(C)C)OCC=1N=C(SC1S(=O)(=O)NC(NC1=C(C=C(C=C1C(C)C)C#N)C1CC1)=O)C(C)(C)O